C(C)[C@@H]1[C@@H](NC=2C=CC=C3C2N1C(=C3)C3=NC1=C(N3C)C(=CC(=C1)C(=O)OC)F)C cis-methyl 2-(3-ethyl-2-methyl-2,3-dihydro-1H-pyrrolo[1,2,3-de]quinoxalin-5-yl)-7-fluoro-1-methyl-1H-benzo[d]imidazole-5-carboxylate